1-trimethoxysilyl-8-(4-methylpiperazin-1-yl)(methyldimethoxysilylpropylamino)methylsilyloctane CO[Si](C(CCCCCCCN1CCN(CC1)C)[SiH2]CNCCC[Si](OC)(OC)C)(OC)OC